2-(3-Fluorophenyl)-5-[4-[(3-methyl-2-pyridyl)methyl]piperazin-1-yl]pyrazolo[1,5-a]pyrimidine-3-carbonitrile FC=1C=C(C=CC1)C1=NN2C(N=C(C=C2)N2CCN(CC2)CC2=NC=CC=C2C)=C1C#N